6-(3-(3-fluoropiperidine-1-carbonyl)pyrazolo[1,5-a]pyridin-7-yl)isoindolin-1-one FC1CN(CCC1)C(=O)C=1C=NN2C1C=CC=C2C2=CC=C1CNC(C1=C2)=O